(Z)-methyl 3-((N-benzyl-N'-(ethoxycarbonyl)carbamimidoyl)thio)-2-oxopropanoate C(C1=CC=CC=C1)N/C(=N/C(=O)OCC)/SCC(C(=O)OC)=O